FC=1C=C(C=C(C1)C(F)(F)F)C1=CC(=C2C(=N1)N=C(N2)C=2N=CC(=NC2)N2CCN(CCC2)CC(=O)OCC)N(C)CC(COC)(C)C Ethyl [4-(5-{5-[3-fluoro-5-(trifluoromethyl)phenyl]-7-[(3-methoxy-2,2-dimethylpropyl)(methyl)amino]-1H-imidazo[4,5-b]pyridin-2-yl}pyrazin-2-yl)-1,4-diazepan-1-yl]acetate